CON1CCCCC1 methoxypiperidin